C(C)(=O)C1=C(C2=C(N=C(N=C2)Cl)N(C1=O)C1CCCC1)C 6-acetyl-2-chloro-8-cyclopentyl-5-methyl-pyrido[2,3-d]pyrimidin-7-one